ethyl 5-(3-(1-(tert-butoxycarbonyl)azetidin-3-yl)ureido)-3-methylthiophene-2,4-dicarboxylate C(C)(C)(C)OC(=O)N1CC(C1)NC(NC1=C(C(=C(S1)C(=O)OCC)C)C(=O)[O-])=O